(1S,2R,3S,4S)-1-((2S)-2-((4S,5R)-2-(2-trifluoromethyl-6-chlorophenyl)-5-hydroxy-1,3-dioxan-4-yl)-2-hydroxyethyl)-3,4-dihydroxy-2-(hydroxymethyl)tetrahydro-1H-selenophen-1-ium FC(C1=C(C(=CC=C1)Cl)C1OC[C@H]([C@H](O1)[C@@H](C[Se@+]1[C@@H]([C@H]([C@@H](C1)O)O)CO)O)O)(F)F